The molecule is an N,N-dihydroxy-L-polyhomomethioninate that is the conjugate base of N,N-dihydroxy-L-hexahomomethionine, obtained by deprotonation of the carboxy group; major species at pH 7.3. It is a N,N-dihydroxy-L-polyhomomethioninate and a N,N-dihydroxyhexahomomethioninate. It is a conjugate base of a N,N-dihydroxy-L-hexahomomethionine. CSCCCCCCCC[C@@H](C(=O)[O-])N(O)O